(S)-2-(4-bromophenylsulphonamido)-3-(1H-indol-3-yl)-N-phenylpropionamide BrC1=CC=C(C=C1)S(=O)(=O)N[C@H](C(=O)NC1=CC=CC=C1)CC1=CNC2=CC=CC=C12